FC(C1=NN=C(S1)C1=NC=C2N1C=C(C=C2N2CCN(CC2)C(C(C)C)=O)S(=O)(=O)NC(C(F)(F)F)C)F 3-(5-(difluoromethyl)-1,3,4-thiadiazol-2-yl)-8-(4-isobutyrylpiperazin-1-yl)-N-(1,1,1-trifluoropropan-2-yl)imidazo[1,5-a]pyridine-6-sulfonamide